C(C)(=O)N1NC(CC1C1=CC=C(C=C1)OC1=CC=CC=C1)=C1C(N(C(N(C1=O)C)=O)C)=O 5-(1-acetyl-5-(4-phenoxyphenyl)pyrazolidine-3-ylidene)-1,3-Dimethylbarbituric acid